C1(CC1)C(C#CC=1C2=C(C(N(C1)C)=O)NC(=C2C=2OC(=NN2)CO)C)(C)O 4-(3-cyclopropyl-3-hydroxy-but-1-ynyl)-3-[5-(hydroxymethyl)-1,3,4-oxadiazol-2-yl]-2,6-dimethyl-1H-pyrrolo[2,3-c]pyridin-7-one